NC1=C(C(=C(C(=C1F)F)N)F)F 1,4-diamino-2,3,5,6-tetrafluoro-benzene